ClC1=CC(=NC=C1Cl)C1OC1 4,5-dichloro-2-(oxiran-2-yl)pyridine